C(C)(C)(C)C1=CC=C(O[C@H]2[C@@H](CN(CC2)C2=CC(N(C=3C=CC(=NC23)C#N)C)=O)C)C=C1 8-((3R,4R)-4-(4-(tert-butyl)phenoxy)-3-methylpiperidin-1-yl)-5-methyl-6-oxo-5,6-dihydro-1,5-naphthyridine-2-carbonitrile